N[C@H]1C[C@H](N(CC1)C(=O)N1CC2(CCCC2)CCC1)C1=CC(=CC=C1)F 7-((2S,4R)-4-Amino-2-(3-fluorophenyl)piperidine-1-carbonyl)-7-azaspiro[4.5]decan